(2S,5R)-N-{[(2S,4R)-4-(Piperidin-1-ylmethyl)-pyrrolidin-2-yl]methyloxy}-7-oxo-6-(sulfooxy)-1,6-diazabicyclo[3.2.1]octane-2-carboxamide N1(CCCCC1)C[C@@H]1C[C@H](NC1)CONC(=O)[C@H]1N2C(N([C@H](CC1)C2)OS(=O)(=O)O)=O